P(=O)(O)(O)OC[C@@H]1[C@H]([C@H]([C@@](O1)(N1C=NC=2C(N)=NC=NC12)CCN=[N+]=[N-])O)O (2-Azidoethyl)-adenosine-5'-monophosphate